CC=1NC2=CC=CC=C2C1C(=O)N 2-methyl-1H-indole-3-carboxamide